C1(CC1)C1=C(C(=NO1)C1=C(C=CC=C1Cl)Cl)/C=C/C1C2CN(CC12)C1=CC=C(C(=O)O)C=C1 (E)-4-(6-(2-(5-cyclopropyl-3-(2,6-dichlorophenyl)isoxazol-4-yl)vinyl)-3-azabicyclo[3.1.0]hex-3-yl)benzoic acid